(S)-1-(4-fluorophenyl)-N-(cis-3-(methylamino)cyclobutyl)-3,4-dihydroisoquinoline FC1=CC=C(C=C1)[C@@H]1N(CCC2=CC=CC=C12)[C@@H]1C[C@@H](C1)NC